6-chloro-3-bromo-1,4-dimethylquinolin-2(1H)-one ClC=1C=C2C(=C(C(N(C2=CC1)C)=O)Br)C